COC1=C(C=C2C=NN(C(C2=C1)=O)C)O[C@@H]1COCC1 7-methoxy-2-methyl-6-(((S)-tetrahydrofurane-3-yl)oxy)phthalazin-1(2H)-one